C(CCCCCCCCCCCCCCCCC)OC(CCC1=CC(=C(C(=C1)C(C)(C)C)O)C(C)(C)C)=O n-octadecyl-3-(3,5-di-t-butyl-4-hydroxyphenyl)propionate